FC(OC1=C(C=C(C=C1)SC)C1=C(C=NN1COCC[Si](C)(C)C)[N+](=O)[O-])F 5-[2-(difluoromethoxy)-5-(methylsulfanyl)phenyl]-4-nitro-1-[[2-(trimethylsilyl)ethoxy]methyl]-1H-pyrazole